FC1(OC2=C(O1)C=C(C(=C2)C(=O)NC2=CC(=C(C=C2)F)C(F)(F)F)NC(C2=C(C=CC(=C2)C2=NOC(=N2)C(C)(C)O)OC)=O)F 2,2-difluoro-N-(4-fluoro-3-(trifluoromethyl)phenyl)-6-(5-(5-(2-hydroxypropan-2-yl)-1,2,4-oxadiazol-3-yl)-2-methoxybenzamido)benzo[d][1,3]dioxole-5-carboxamide